CC=1C=C(C=CC1)OC1=CC=C(C=C1)N1C(NN=C1C)=O 4-{4-[(3-methylphenyl)oxy]phenyl}-5-methyl-2,4-dihydro-3H-1,2,4-triazol-3-one